(4-((5-bromopyridin-2-yl)oxy)piperidin-1-yl)(2-((4-(dimethylamino)benzyl)amino)-5-fluorophenyl)methanone BrC=1C=CC(=NC1)OC1CCN(CC1)C(=O)C1=C(C=CC(=C1)F)NCC1=CC=C(C=C1)N(C)C